N-(2,5-di(piperidin-1-yl)oxazolo[4,5-b]pyridin-6-yl)-2-(6-methoxypyridin-3-yl)oxazole-4-carboxamide N1(CCCCC1)C=1OC=2C(=NC(=C(C2)NC(=O)C=2N=C(OC2)C=2C=NC(=CC2)OC)N2CCCCC2)N1